ClC1=CC(=C(C=C1F)[C@H](NC(=O)[C@@H]1N([C@@H]2C[C@@H]2C1)C(C1=CC(=CC=C1)S(=O)(=O)CCO)=O)C1CC1)F (1R,3R,5R)-N-((R)-(4-chloro-2,5-difluorophenyl)(cyclopropyl)methyl)-2-(3-((2-hydroxyethyl)sulfonyl)benzoyl)-2-azabicyclo[3.1.0]hexane-3-carboxamide